Acryloxypropyl succinate C(CCC(=O)[O-])(=O)OCCCOC(C=C)=O